NC1(CC1)COC1=NC=C(C=C1C1(CC1)NC1=NC=2N(C=C1F)N=CC2C(=O)O)F 5-((1-(2-((1-aminocyclopropyl)methoxy)-5-fluoropyridin-3-yl)cyclopropyl)amino)-6-fluoropyrazolo[1,5-a]pyrimidine-3-carboxylic acid